S1C(=NC2=C1C=CC=C2)NC(=O)NC(NC2=CC=CC=C2)=O 1-(2-Benzothiazolyl)-3-(phenylcarbamoyl)urea